3-((6-(benzyloxy)-3-bromoquinolin-5-yl)oxy)-2-fluoropropane-1-amine C(C1=CC=CC=C1)OC=1C(=C2C=C(C=NC2=CC1)Br)OCC(CN)F